4-((4-(5-methoxy-2-methyl-4-nitrophenyl)piperazin-1-yl)methyl)piperidine-1-carboxylic acid tert-butyl ester C(C)(C)(C)OC(=O)N1CCC(CC1)CN1CCN(CC1)C1=C(C=C(C(=C1)OC)[N+](=O)[O-])C